methyl-6-[[4-(trifluoromethyl)phenyl]methylamino]pyridine-3-sulfonamide CC1=NC(=CC=C1S(=O)(=O)N)NCC1=CC=C(C=C1)C(F)(F)F